FC1=C(C=C(C=C1)CC1=NNC(C2=CC=CC=C12)=O)C1=CC2=C(NC(=N2)NC(=O)NC2=CC=CC=C2)C=C1 1-(5-(2-fluoro-5-((4-oxo-3,4-dihydrophthalazin-1-yl)methyl)phenyl)-1H-benzimidazol-2-yl)-3-phenylurea